(S)-2-(1-acryloyl-4-(7-(8-chloronaphthalen-1-yl)-2-((1-morpholinylcyclopropyl)methoxy)-5,6,7,8-tetrahydropyrido[3,4-d]pyrimidin-4-yl)piperazin-2-yl)acetonitrile C(C=C)(=O)N1[C@H](CN(CC1)C=1C2=C(N=C(N1)OCC1(CC1)N1CCOCC1)CN(CC2)C2=CC=CC1=CC=CC(=C21)Cl)CC#N